Methyl 5-(((S)-4-(((benzyloxy)carbonyl)amino)-5-methoxy-5-oxopentyl)amino)-2-((S)-2-((S)-2-((tert-butoxycarbonyl)amino)-3-methylbutanamido)propanamido)benzoate C(C1=CC=CC=C1)OC(=O)N[C@@H](CCCNC=1C=CC(=C(C(=O)OC)C1)NC([C@H](C)NC([C@H](C(C)C)NC(=O)OC(C)(C)C)=O)=O)C(=O)OC